C(C)(C)(C)OC(=O)NC1C[C@H](CCC1)C(=O)O (1S)-3-(tert-butoxycarbonylamino)cyclohexanecarboxylic acid